NC[C@@H]1[C@@H]([C@@H](CC(O1)O)O)O (4R,5R,6R)-6-(aminomethyl)tetrahydro-2H-pyran-2,4,5-triol